Cl.NCC1C2=C(NC(CC1)=O)C=CC=C2 5-(Aminomethyl)-1,3,4,5-tetrahydro-2H-benzo[b]azepin-2-one hydrochloride